OC1C(C=O)=CC=CC1(C)O 2,3-dihydroxy-3-methyl-benzaldehyde